C=1CCCN2C=CC=CC12 3,4-dihydro-2H-quinolizine